C(C)(C)(C)C1=NN=C(O1)C12CCC(CC1)(CC2)CN(C(=O)C2CCC(CC2)(F)F)C2=CC(=CC=C2)C2=NOC(=C2)C2CC2 N-((4-(5-(tert-butyl)-1,3,4-oxadiazol-2-yl)bicyclo[2.2.2]octan-1-yl)methyl)-N-(3-(5-cyclopropylisoxazol-3-yl)phenyl)-4,4-difluorocyclohexane-1-carboxamide